CN1CCC=2NC=3C=C(C=CC3C2CC1)OC1=CC=CC=C1 3-methyl-8-phenoxy-1,2,3,4,5,6-hexahydroazepino[4,5-b]indole